3-(5-bromo-2H-indazol-2-yl)propanamide BrC1=CC2=CN(N=C2C=C1)CCC(=O)N